CC1(C2CC3CC(CC1C3)C2)OC(C=C)=O acrylic acid-2-methyl-2-adamantyl ester